isopropyl (S)-6-diazo-5-oxo-2-((R)-tetrahydro-2H-pyran-3-carboxamido)hexanoate [N+](=[N-])=CC(CC[C@@H](C(=O)OC(C)C)NC(=O)[C@H]1COCCC1)=O